C(C)C1=C(C=CC(=C1)N1C[C@@H]2N(CC1)CCC2)NC2=NC=C(C(=N2)NCCCN2C(OCCC2)=O)C(F)(F)F |r| rac-(R)-3-(3-((2-((2-ethyl-4-(hexahydropyrrolo[1,2-a]pyrazin-2(1H)-yl)phenyl)amino)-5-(trifluoromethyl)pyrimidin-4-yl)amino)propyl)-1,3-oxazinan-2-one